IC1=CC=2C(C3=CC(=CC=C3C2C=C1)I)CO 2,7-Diiodo-9-Fluorenylmethanol